O=C1NC(CCC1NC1=CC(=C(C=C1)N1CCC(CC1)OC1CCN(CC1)C(=O)OC(C)(C)C)F)=O tert-butyl 4-((1-(4-((2,6-dioxopiperidin-3-yl)amino)-2-fluorophenyl)piperidin-4-yl)oxy)piperidine-1-carboxylate